tetrakis(2,4-di-tertiary-butylphenyl) 4,4'-biphenyl-diphosphite OP(O)OP(O)O.C(C)(C)(C)C1=C(C=CC(=C1)C(C)(C)C)C=1C(=C(C(=C(C1)C1=C(C=C(C=C1)C(C)(C)C)C(C)(C)C)C1=C(C=C(C=C1)C(C)(C)C)C(C)(C)C)C1=C(C=C(C=C1)C(C)(C)C)C(C)(C)C)C1=CC=CC=C1